N1C=C(C2=CC=CC=C12)C[C@@H](C)NC12CC(C1)(C2)CO (R)-(3-((1-(1H-indol-3-yl)propan-2-yl)amino)bicyclo[1.1.1]pentan-1-yl)methanol